4-Amino-N-(8-(4,4-difluoropiperidin-1-yl)imidazo[1,2-a]pyrazin-6-yl)-5-methyl-2-(6-azaspiro[2.5]octane-6-yl)benzamide NC1=CC(=C(C(=O)NC=2N=C(C=3N(C2)C=CN3)N3CCC(CC3)(F)F)C=C1C)N1CCC3(CC3)CC1